C[C@@H]1O[C@@H](CN(C1)CC1CC(=NC(=C1)CC=1SC(=CN1)C=1OC(=NN1)C1=CC=CC=C1)NC12CCC(CC1)(CC2)O)C 4-((4-(((2S,6R)-2,6-dimethylmorpholino)methyl)-6-((5-(5-phenyl-1,3,4-oxadiazol-2-yl)thiazol-2-yl)methyl)-3,4-dihydropyridin-2-yl)amino)bicyclo[2.2.2]octan-1-ol